C(C)OC(CCC(F)F)=O.N(=C=O)C[C@@H]1CC[C@H](CC1)CN=C=O trans-1,4-bis(isocyanatomethyl)cyclohexane ethyl-4,4-difluorobutyrate